2-(4-(2,2-difluoroethoxy)phenyl)-4,4,5,5-tetramethyl-1,3,2-dioxaborolane FC(COC1=CC=C(C=C1)B1OC(C(O1)(C)C)(C)C)F